(d)-1,1'-(ethane-1,2-diyl)bis(2-(2-fluoro-6-(2H-tetrazol-5-yl)phenyl)-4-methoxy-1H-benzo[d]imidazole-5-carboxamide) C(CN1C(=NC2=C1C=CC(=C2OC)C(=O)N)C2=C(C=CC=C2C=2N=NNN2)F)N2C(=NC1=C2C=CC(=C1OC)C(=O)N)C1=C(C=CC=C1C=1N=NNN1)F